BrC=1C=C2N(NC=C(C2=O)C(=O)O)C1 6-Bromo-4-oxo-1,4-dihydropyrrolo[1,2-b]pyridazine-3-carboxylic acid